C(C)(=O)NC1=C(C=CC=C1)C=1C=C(SC1)C(=O)NC1=CC(=CC=C1)NS(=O)(=O)C 4-(2-acetamidophenyl)-N-(3-(methylsulfonamido)phenyl)thiophene-2-carboxamide